(1-benzyl-5-(difluoromethyl)-1H-1,2,3-triazol-4-yl)methanol C(C1=CC=CC=C1)N1N=NC(=C1C(F)F)CO